ClC1=CC(=NC=C1)N1CCN(CC1)CC=1C=C2C(N(C(C2=CC1)=O)N1C(NC(CC1)=O)=O)=O 5-((4-(4-chloropyridin-2-yl)piperazin-1-yl)methyl)-2-(2,4-dioxotetrahydropyrimidin-1(2H)-yl)isoindoline-1,3-dione